N-(4-cyano-2,5-difluorophenyl)-4-[(3-cyclopropylphenyl)methyl]-1H-pyrrole-3-sulfonamide C(#N)C1=CC(=C(C=C1F)NS(=O)(=O)C1=CNC=C1CC1=CC(=CC=C1)C1CC1)F